BrC1=C(N(N=C1)C)C1=CC=C(C(=C1C#N)CC)Cl 6-(4-bromo-2-methyl-pyrazol-3-yl)-3-chloro-2-ethyl-benzonitrile